tert-butyl N-[3-[4-(5-chloro-2-pyridyl)-2,6-dimethyl-phenyl]-2,4-dioxo-spiro[5.5]undecan-9-yl]carbamate ClC=1C=CC(=NC1)C1=CC(=C(C(=C1)C)C1C(CC2(CC1=O)CCC(CC2)NC(OC(C)(C)C)=O)=O)C